(1R,2R)-N-(8-Amino-6-(4-cyanopyridin-3-yl)cinnolin-3-yl)-2-fluorocyclopropanecarboxamide NC=1C=C(C=C2C=C(N=NC12)NC(=O)[C@@H]1[C@@H](C1)F)C=1C=NC=CC1C#N